pyridazino[4,3-b]indol N1=NC=CC=2NC=3C=CC=CC3C21